methyl (Z)-5-(2-cyano-3-(diethylamino)-1-hydroxy-3-oxoprop-1-en-1-yl)-2,3-dihydroxybenzoate C(#N)/C(=C(/O)\C=1C=C(C(=C(C(=O)OC)C1)O)O)/C(=O)N(CC)CC